1-propylbis-(2-hexyl)phosphine C(CC)P(C(C)CCCC)C(C)CCCC